(S)-N1-(oxetan-2-ylmethyl)-4-(5-(trifluoromethyl)-1,2,4-oxadiazol-3-yl)Benzene-1,2-diamine O1[C@@H](CC1)CNC=1C(=CC(=CC1)C1=NOC(=N1)C(F)(F)F)N